1,4-bis[[2,2':6',2''-terpyridine]-4'-yl]Benzene N1=C(C=CC=C1)C1=NC(=CC(=C1)C1=CC=C(C=C1)C1=CC(=NC(=C1)C1=NC=CC=C1)C1=NC=CC=C1)C1=NC=CC=C1